[C@H]12CN(C[C@H](CC1)N2)C2=NC(=NC1=C(C(=CC=C21)C2=CC(=CC1=CC=CC=C21)O)F)CCNC 4-(4-((1R,5S)-3,8-diazabicyclo[3.2.1]octan-3-yl)-8-fluoro-2-(2-(methylamino)ethyl)quinazolin-7-yl)naphthalen-2-ol